ClC1=NC=CC2=C1C=CN2 4-chloro-1H-pyrrolo[3,2-C]pyridine